3-(4-chloro-3-(methylamino)-2,3-dihydro-1H-inden-5-yl)-6-((1-(4,4-difluoro-3-(3-fluoro-1H-pyrazol-1-yl)butyryl)-4-hydroxypiperidin-4-yl)methyl)isothiazolo[4,3-d]pyrimidin-7(6H)-one ClC1=C2C(CCC2=CC=C1C=1SN=C2C1N=CN(C2=O)CC2(CCN(CC2)C(CC(C(F)F)N2N=C(C=C2)F)=O)O)NC